O=C1NC(=NN1C=1C=CC=C2C=CC(NC12)=O)C1CN(CCC1)CCC1=NC=CC=C1 8-(5-oxo-3-(1-(2-(pyridin-2-yl)ethyl)piperidin-3-yl)-4,5-dihydro-1H-1,2,4-triazol-1-yl)quinolin-2(1H)-one